OC(CCCCC(=O)O)CCCCCCCCCC 6-Hydroxy-hexadecanoic acid